FC1=C2C=CN(C2=CC(=C1OC1=CC2=C(C=CCN3C2=NC(=C3)C(C)C=3C(=C(C=CC3)CCC(=O)OCC)F)C=C1)F)COCC[Si](C)(C)C Ethyl 3-[3-[1-[10-[4,6-difluoro-1-(2-trimethylsilylethoxymethyl)indol-5-yl]oxy-5H-imidazo[2,1-a][2]benzazepin-2-yl] ethyl]-2-fluoro-phenyl]propanoate